CC1(OB(OC1(C)C)C1=C(C=CC=C1)C(CCCCCNC(OC(C)(C)C)=O)C)C tert-butyl (6-(2-(4,4,5,5-tetramethyl-1,3,2-dioxaborolan-2-yl)phenyl)heptyl)carbamate